4-(4,4,5,5-tetramethyl-1,3,2-dioxaborolane-2-yl)naphthalene CC1(OB(OC1(C)C)C1=CC=CC2=CC=CC=C12)C